IC=1C(=NN(C1C(=O)OCC)C)C ethyl 4-iodo-1,3-dimethyl-1H-pyrazole-5-carboxylate